(2R,4S)-N-((S)-1-(((1H-pyrrolo[3,2-c]pyridin-2-yl)methyl)amino)-1-oxoprop-2-yl)-4-(4-(pyridin-3-yl)phenyl)piperidine-2-carboxamide Tri-trifluoroacetate FC(C(=O)O)(F)F.FC(C(=O)O)(F)F.FC(C(=O)O)(F)F.N1C(=CC=2C=NC=CC21)CNC([C@H](C)NC(=O)[C@@H]2NCC[C@@H](C2)C2=CC=C(C=C2)C=2C=NC=CC2)=O